FC(OC=1C=C(C=CC1F)C=1C=C2C(=NC1)C=NN2C[S@](=O)CC)F |r| (RS)-6-[3-(difluoromethoxy)-4-fluoro-phenyl]-1-(ethylsulfinylmethyl)pyrazolo[4,3-b]pyridine